BrCCCCCCN1N=NC2=C1C=CC(=C2C)C(CC(=O)OCC)C2=CC(=C(C=C2)OC)[C@@H](C)N2S(OC1=C(C2)C=C(C=C1)O)(=O)=O ethyl 3-[1-(6-bromohexyl)-4-methyl-1H-benzotriazol-5-yl]-3-{3-[(1R)-1-(6-hydroxy-2,2-dioxo-2H-1,2λ6,3-benzoxathiazin-3(4H)-yl)ethyl]-4-methoxyphenyl}propanoate